N1=C(C=CC=C1)C=1OC=C(N1)C#N 2-(pyridin-2-yl)oxazole-4-carbonitrile